NC1CCC(CC1)NC(OCCCC)=O butyl ((1r,4r)-4-aminocyclohexyl)carbamate